COC=1C=C(C=CC1C)C(C)=O 1-(3-methoxy-4-methylphenyl)ethanone